BrC1=CC=C(S1)C1=C2C(=C(S1)C=1SC(=CC1)Br)C(C=1C(=CSC1)C2=O)=O 1,3-bis(5-bromothiophen-2-yl)benzo[1,2-c:4,5-c']dithiophene-4,8-dione